CC1=CC=C(C=C1)C=1C=C(C(N(N1)C=1C=NN(C1)C)=O)C(=O)OC methyl 6-(4-methylphenyl)-2-(1-methyl-1H-pyrazol-4-yl)-3-oxo-2,3-dihydropyridazine-4-carboxylate